4-(5-chloro-2-((1-cyclopropyl-1H-pyrazol-4-yl)amino)pyrimidin-4-yl)-N-((1-cyanocyclopropyl)methyl)benzamide ClC=1C(=NC(=NC1)NC=1C=NN(C1)C1CC1)C1=CC=C(C(=O)NCC2(CC2)C#N)C=C1